((3-bromo-2-methylphenyl)carbamoyl)-1-methyl-1H-imidazole-4-carboxylic acid methyl ester COC(=O)C=1N=C(N(C1)C)C(NC1=C(C(=CC=C1)Br)C)=O